FC=1C=2CCCC2C(=C2CCCC12)NC(=O)N=S(=O)(N)C=1C=NN2C1OCCC2 N'-((8-fluoro-1,2,3,5,6,7-hexahydro-s-indacen-4-yl)carbamoyl)-6,7-dihydro-5H-pyrazolo[5,1-b][1,3]oxazine-3-sulfonimidamide